2-(ethylcarbamoyl)-4-methylthiazole-5-carboxylic acid C(C)NC(=O)C=1SC(=C(N1)C)C(=O)O